thieno[2,3-d]pyrimidine-5-carboxamide N1=CN=CC2=C1SC=C2C(=O)N